methyl-α-cyano-β-methyl-p-methoxycinnamate COC(C(=C(C1=CC=C(C=C1)OC)C)C#N)=O